N-(7-cyano-2-(1-(6-ethoxy-5-methoxypyridin-2-yl)-2-(methylsulfonyl)ethyl)-1,3-dioxoisoindolin-4-yl)acetamide C(#N)C=1C=CC(=C2C(N(C(C12)=O)C(CS(=O)(=O)C)C1=NC(=C(C=C1)OC)OCC)=O)NC(C)=O